2-(2-chlorophenyl)-6,7-dihydrooxazolo[5,4-D]pyrrolo[1,2-a]pyrimidin-9(5H)-one ClC1=C(C=CC=C1)C=1OC=2N=C3N(C(C2N1)=O)CCC3